Cl.NC(C(=O)OC)CC(F)(F)F methyl 2-amino-4,4,4-trifluorobutyrate hydrochloride